C1(=CC=CC=C1)S(=O)(=O)OC1=C(C=C(C=C1)Cl)Cl 2,4-dichlorophenyl benzenesulfonate